bis(2-ethylamino)-1,3-propanediamine CCNC(CN)(CN)NCC